OC1(CC(C1)NC1=C2C(=C(N=N1)C1=C(C=C(C=C1)C(F)(F)F)O)OC=C2)C 2-(4-(((1s,3s)-3-hydroxy-3-methylcyclobutyl)amino)furo[2,3-d]pyridazin-7-yl)-5-(trifluoromethyl)phenol